4-((4-cyanophenyl)sulfonyl)-N-(naphthalen-2-ylmethyl)-1-(3,4,5-trihydroxybenzoyl)piperazine-2-carboxamide C(#N)C1=CC=C(C=C1)S(=O)(=O)N1CC(N(CC1)C(C1=CC(=C(C(=C1)O)O)O)=O)C(=O)NCC1=CC2=CC=CC=C2C=C1